4-{[(4-bromopyridin-2-yl)carbamoyl]methyl}-1-methylpiperazine-2-carboxylic acid methyl ester COC(=O)C1N(CCN(C1)CC(NC1=NC=CC(=C1)Br)=O)C